C1(CCCC1)C1=NN(C=C1/C=C/C(=O)N1C(CCCC1)C(=O)N)C1=CC=CC=C1 (E)-1-(3-(3-cyclopentyl-1-phenyl-1H-pyrazol-4-yl)acryloyl)piperidine-2-carboxamide